CN1N=CC(=C1)C=1N=C(C=2N(C1)N=CC2)OC[C@@H]2CN(CCC2)C(C#C)=O (S)-1-(3-(((6-(1-methyl-1H-pyrazol-4-yl)pyrazolo[1,5-a]pyrazin-4-yl)oxy)methyl)piperidin-1-yl)prop-2-yn-1-one